2,2'-Dithiopyridine C1=CC=NC(=C1)SSC2=CC=CC=N2